N-((1S,3r)-3-(4-(2-chlorophenyl)-5-(pyrimidin-4-yl)-4H-1,2,4-triazol-3-yl)cyclobutyl)-2-fluorobenzamide ClC1=C(C=CC=C1)N1C(=NN=C1C1=NC=NC=C1)C1CC(C1)NC(C1=C(C=CC=C1)F)=O